COC(=O)C1=CC2=C(C=N1)C[C@@]1(C(NC3=NC=C(C=C31)Br)=O)C2 (S)-5'-bromo-2'-oxo-1',2',5,7-tetrahydrospiro[cyclopenta[c]pyridine-6,3'-pyrrolo[2,3-B]pyridine]-3-carboxylic acid methyl ester